BrC=1C=C(C(=NC1)C1=NC=2N(C=C1)N=C(N2)C(F)(F)F)SCC (5-bromo-3-(ethylthio)pyridin-2-yl)-2-(trifluoromethyl)-[1,2,4]triazolo[1,5-a]pyrimidine